(2S,5R)-2-isopropyl-1,1-bis(methoxymethyl)-5-methylcyclohexane C(C)(C)[C@H]1C(C[C@@H](CC1)C)(COC)COC